C(C1=CC=CC=C1)N1CCN(C2=CC=C(C=C12)OC)C(=O)NC1=CC=C(C=C1)C 4-benzyl-6-methoxy-N-p-methylphenyl-3,4-dihydroquinoxaline-1(2H)-formamide